S(=O)(=O)(O)O.OC1=CC=C(C=C1)C(C)(C)C1=CC=C(C=C1)O bisphenol A sulfate